N1CCC(CC1)N1N=CC(=C1)NC(=O)C=1SC(=NN1)C1=NC=CN=C1 (1-(piperidin-4-yl)-1H-pyrazol-4-yl)-5-(pyrazin-2-yl)-1,3,4-thiadiazole-2-carboxamide